BrC1=C(C=C(C=C1)Br)C(O)C1=C(C=CC(=C1)Br)Br bis(2,5-dibromophenyl)methanol